C(#N)C=1C=NN2C1C(=CC(=C2)OCCN2CCNCC2)C=2C=CC(=NC2)N2CCC(CC2)(C)C=2C(=NC=CC2)C(=O)N (1-(5-(3-cyano-6-(2-(piperazin-1-yl)ethoxy)pyrazolo[1,5-a]pyridin-4-yl)pyridin-2-yl)-4-methylpiperidin-4-yl)picolinamide